trioctyl-2-((3-(dimethylamino)propionyl)oxy)propane-1,2,3-tricarboxylic acid C(CCCCCCC)C(C(C(C(=O)O)(CCCCCCCC)CCCCCCCC)(C(=O)O)OC(CCN(C)C)=O)C(=O)O